C(C)(C)(C)OC(=O)N1C[C@@H]2COC3=C(CN2CC1)C=C(C(=C3C#C[Si](C)(C)C)C3=C(C=CC=C3C)OC)F (12AR)-8-fluoro-9-(2-methoxy-6-methylphenyl)-10-[(trimethylsilyl)ethynyl]-3,4,12,12a-tetrahydro-6H-pyrazino[2,1-c][1,4]benzoxazepine-2(1H)-carboxylic acid tert-butyl ester